ClC=1C=C(C=CC1)N1N=C(C2=C1C(N(CC2)C2=CC=C1CCN(CC1=C2)CCO)=O)C(=O)NCC2CC2 1-(3-Chlorophenyl)-N-(cyclopropylmethyl)-6-(2-(2-hydroxyethyl)-1,2,3,4-tetrahydroisoquinolin-7-yl)-7-oxo-4,5,6,7-tetrahydro-1H-pyrazolo[3,4-c]pyridine-3-carboxamide